2-(3-chloro-1H-indene-1-ylidene)malononitrile ClC1=CC(C2=CC=CC=C12)=C(C#N)C#N